2-mercaptoethyl-amine SCCN